C1(CC1)N1C=C(C(C2=CC(=C(C=C12)N1C[C@H](CC1)CO)F)=O)CN([C@@H]1CN(CCC1)C=1C=NC=CC1)CC1=CC(=NC=C1)C 1-cyclopropyl-6-fluoro-7-[(3S)-3-(hydroxymethyl)pyrrolidin-1-yl]-3-({[(2-methylpyridin-4-yl)methyl][(3S)-1-(pyridin-3-yl)piperidin-3-yl]amino}methyl)-1,4-dihydroquinolin-4-one